C(C1=CC=CC=C1)(C1=CC=CC=C1)NCC(C)N N1-benzhydrylpropane-1,2-diamine